C(C)(C)(C)OC(=O)N1C[C@@H](CCC1)C(NC1=NN(C2=CC=C(C=C12)C1=C(C=CC(=C1)F)C(F)(F)F)C(C1=CC=CC=C1)(C1=CC=CC=C1)C1=CC=CC=C1)=O (3R)-3-({5-[5-fluoro-2-(trifluoromethyl)phenyl]-1-trityl-1H-indazol-3-yl}carbamoyl)piperidine-1-carboxylic acid tert-butyl ester